NCCC1=C(C=CC=C1)B(C1=CC=CC=C1)OCCN 2-aminoethyl-(2-aminoethoxy)diphenylborane